C(#C)C1=CC(=C(C=N1)C1=C(C2=C(N=CN=C2N)N1C)C1=C(C=C(C=C1)OC1=NC=CC(=N1)C)F)C 6-(6-ethynyl-4-methylpyridin-3-yl)-5-(2-fluoro-4-((4-methylpyrimidin-2-yl)oxy)phenyl)-7-methyl-7H-pyrrolo[2,3-d]pyrimidin-4-amine